2-(3,5-dichloro-4-fluorophenyl)-6-methylene-2-(trifluoromethyl)-3,6-dihydro-2H-pyran-4-carboxylic acid methyl ester COC(=O)C=1CC(OC(C1)=C)(C(F)(F)F)C1=CC(=C(C(=C1)Cl)F)Cl